C(OC(C(F)(F)F)C(F)(F)F)(OC(C(F)(F)F)C(F)(F)F)=O di(hexafluoroisopropyl) carbonate